6-[5-(difluoromethyl)-1,3,4-oxadiazol-2-yl]-2-(methyl{[3-(morpholin-4-yl)phenyl]methyl}amino)-2,3-dihydro-1H-isoindol-1-one FC(C1=NN=C(O1)C1=CC=C2CN(C(C2=C1)=O)N(CC1=CC(=CC=C1)N1CCOCC1)C)F